tert-butyl(4-(3-(1-(5,7-difluoro-3-methylbenzofuran-2-yl)-2,2,2-trifluoroethyl)ureido)phenyl)carbamate C(C)(C)(C)OC(NC1=CC=C(C=C1)NC(=O)NC(C(F)(F)F)C=1OC2=C(C1C)C=C(C=C2F)F)=O